C(C)(C)(C)OC(=O)N[C@H](C(=O)NC1=CC=C(CCN(C(CCC(CCC(=O)OCC)(C)C)=O)C)C=C1)CC(C)(C)C Ethyl (S)-7-((4-(2-((tert-butoxycarbonyl)amino)-4,4-dimethylpentanamido)phenethyl)(methyl)amino)-4,4-dimethyl-7-oxoheptanoate